(4-(5,5-dimethyl-1,3-dioxan-2-yl)phenyl)(phenyl)methanone 2-octyl-neopentanoate CC(CCCCCC)CC(C(=O)O)(C)C.CC1(COC(OC1)C1=CC=C(C=C1)C(=O)C1=CC=CC=C1)C